5-(2-oxa-6-azaspiro[3.3]heptan-6-yl)pyridine-2-carboxamide nickel-manganese-cerium-zirconium cobalt [Co].[Zr].[Ce].[Mn].[Ni].C1OCC12CN(C2)C=2C=CC(=NC2)C(=O)N